(R)-2-(N-[4-amino-5-(pyridine-3-carbonyl)thiazol-2-yl]-3,4-difluoro-anilino)propanamide NC=1N=C(SC1C(=O)C=1C=NC=CC1)N(C1=CC(=C(C=C1)F)F)[C@@H](C(=O)N)C